2-(4-cyclopropyl-6-methoxy-pyrimidin-5-yl)-7-methyl-4-methylsulfanyl-furo[3,2-d]pyrimidine C1(CC1)C1=NC=NC(=C1C=1N=C(C2=C(N1)C(=CO2)C)SC)OC